OC1=CC=CC(=N1)CNC(=O)C=1N(N=C2C=CC(=CC12)OCC=1C(=NC=CC1)C(F)(F)F)C N-[(6-hydroxypyridin-2-yl)methyl]-2-methyl-5-{[2-(trifluoromethyl)pyridin-3-yl]methoxy}-2H-indazole-3-carboxamide